2-(4-(benzyloxy)-3-methoxyphenyl)-N-(3-bromophenyl)acetamide C(C1=CC=CC=C1)OC1=C(C=C(C=C1)CC(=O)NC1=CC(=CC=C1)Br)OC